C(CCCCCCCCCCCCCCCCC)(=O)[O-].[Zn+2].C(CCCCCCCCCCCCCCCCCCC(=O)N)CCCCCCCCCCCCCCCCCC(=O)N.C(CCCCCCCCCCCCCCCCC)(=O)[O-] ethylenebisstearamide zinc stearate